4-(2-(2-(3-(1-(hydroxymethyl)cyclopropylamino)-3-oxopropyl)-5-methyl-1,2,3,4-tetrahydroisoquinolin-7-yl)-5H-pyrrolo[2,3-b]pyrazin-7-yl)-N,N,2-trimethylbenzamide OCC1(CC1)NC(CCN1CC2=CC(=CC(=C2CC1)C)C=1N=C2C(=NC1)NC=C2C2=CC(=C(C(=O)N(C)C)C=C2)C)=O